Iodoethanone IC(C)=O